N1C(CCC1)(P(O)(=O)O)P(O)(=O)O azacyclopentane-2,2-diphosphonic acid